N-(5-chloro-2,4-difluorophenyl)-N-methyl-1-(6-methyl-4-(trifluoromethyl)pyridin-2-yl)-4,5-dihydro-1H-pyrazole-5-carboxamide ClC=1C(=CC(=C(C1)N(C(=O)C1CC=NN1C1=NC(=CC(=C1)C(F)(F)F)C)C)F)F